tetrahydrofuran-n-octanol C(CCCCCCC)O.O1CCCC1